6,6-dimethyl-2-oxo-1,2,5,6,7,8-hexahydroquinoline-3-carboxylic acid methyl ester COC(=O)C=1C(NC=2CCC(CC2C1)(C)C)=O